C(=O)(O)[C@H](CC(=O)N1CC2=CC(=CC=C2C1)O)C 2-((S)-3-carboxybutanoyl)-6-hydroxyisoindolin